r-butene C=CCC